C(\C=C\C1=CC=CC=C1)O E-Cinnamyl alcohol